BrC1=C(C=C(C=C1)C1CCC(CC1)CC)F 1-Bromo-4-(4-ethylcyclohexyl)-2-fluorobenzene